bis(n-butyl) sebacate CCCCOC(=O)CCCCCCCCC(=O)OCCCC